1-azabicyclo[2.2.2]oct-3-yl [2-(biphenyl-3-yl)propan-2-yl]carbamate C1(=CC(=CC=C1)C(C)(C)NC(OC1CN2CCC1CC2)=O)C2=CC=CC=C2